[Si](C1=CC=CC=C1)(C1=CC=CC=C1)(C(C)(C)C)OCC[C@H](CC=O)C (R)-5-((tert-Butyldiphenylsilyl)oxy)-3-methylpentanal